[NH4+].[NH4+].COC=1C=C(C=CC1OCCCCCCCCCCCCCCCCCC)C(CC(CC(S(=O)(=O)[O-])C1=CC(=C(C=C1)OCCCCCCCCCCCCCCCCCC)OC)=O)S(=O)(=O)[O-] 1,5-bis(3-methoxy-4-octadecyloxyphenyl)-3-oxo-1,5-pentanedisulfonic Acid Diammonium Salt